8-(2-diethylamino-ethoxy)-11H-spiro[benzo[b]naphtho[2,3-d]furan-6,1'-cyclopentane]-11-one C(C)N(CCOC=1C=C2C(=CC1)C(C=1C3=C(OC1C21CCCC1)C=CC=C3)=O)CC